N1=CN=C(C2=C1NC=C2)C=2C=CC(=NC2)N2CC1N(C(C2)C1)CC=1C(=NC=CC1)N ((3-(5-(7H-pyrrolo[2,3-d]pyrimidin-4-yl)pyridin-2-yl)-3,6-diazabicyclo[3.1.1]heptan-6-yl)methyl)pyridin-2-amine